acryloyloxydodecyl-tribromosilane C(C=C)(=O)OCCCCCCCCCCCC[Si](Br)(Br)Br